methyl 4-bromo-2-(cyanomethyl)-5-fluoro-benzoate BrC1=CC(=C(C(=O)OC)C=C1F)CC#N